2-(2-((tert-butyldimethylsilyl)ethoxy)ethyl)-N,5-dimethylbenzo[d]thiazol-6-amine [Si](C)(C)(C(C)(C)C)CCOCCC=1SC2=C(N1)C=C(C(=C2)NC)C